C(C)(C)(C)OC(=O)NC1C(NCCC1)COC1CCC(CC1)C1=C(O[C@@H](C(=O)OCC)C)C=CC=C1 ethyl (2R)-2-[2-[(1s,4s)-4-([3-[(tert-butoxycarbonyl)amino]piperidin-2-yl]methoxy)cyclohexyl]phenoxy]propanoate